N-(3-(hydroxymethyl)azetidin-3-yl)-2-methyl-5-((2-(trifluoromethyl)pyridin-3-yl)methoxy)benzo-furan-3-carboxamide OCC1(CNC1)NC(=O)C1=C(OC2=C1C=C(C=C2)OCC=2C(=NC=CC2)C(F)(F)F)C